silicon water O.[Si]